COC1=CC=C(CSC=2C=CC3=C(N=C(S3)N)C2)C=C1 5-((4-methoxybenzyl)thio)benzo[d]thiazol-2-amine